N-(2-(3-bromo-4-fluorophenyl)-1,1,1-trifluoropropan-2-yl)acetamide BrC=1C=C(C=CC1F)C(C(F)(F)F)(C)NC(C)=O